N-(2-acetyl-3,5-difluoro-4-vinylphenyl)-2-chloro-5-cyanobenzamide C(C)(=O)C1=C(C=C(C(=C1F)C=C)F)NC(C1=C(C=CC(=C1)C#N)Cl)=O